C(C)(C)(C)OC(=O)N1CCC(CC1)(N1CCC(CC1)C)C 4,4'-dimethyl-1,4'-bipiperidine-1'-carboxylic acid tert-butyl ester